C1(CCCCC1)[C@H](C1=NC=NO1)O 5-((R)-Cyclohexyl-hydroxy-methyl)-[1,2,4]oxadiazol